FC(OC1=CC=C(CN2CCCCC2)C=C1)(F)F 1-(4-(trifluoromethoxy)benzyl)piperidin